BrC=1C=C(C2=C(N(N=N2)CC2=C(C=C(C=C2)Cl)Cl)C1)C 6-bromo-1-(2,4-dichlorobenzyl)-4-methyl-1H-benzo[d][1,2,3]triazole